FC1(CCC(CC1)C1=NC=CC(=C1NC(C1=CN=C(C=C1)F)=O)C1=C(C=CC(=C1)F)F)F N-(2-(4,4-difluorocyclohexyl)-4-(2,5-difluorophenyl)pyridin-3-yl)-6-fluoronicotinamide